(1r,4r)-N'-(5-Methyl-4-(6-(methyl(pyridin-3-yl)amino)imidazo[1,2-a]pyridin-3-yl)pyrimidin-2-yl)cyclohexane-1,4-diamine CC=1C(=NC(=NC1)NC1CCC(CC1)N)C1=CN=C2N1C=C(C=C2)N(C=2C=NC=CC2)C